benzodithioate C(C1=CC=CC=C1)(=S)[S-]